C(CCCCCCC)OC(CCCCCNCCCCO)O[Si](O[Si](OCCCCCCCC)(C)C)(C)C 4-((6-(octyloxy)-6-((1,1,3,3-tetramethyl-3-(octyloxy)disiloxaneyl)oxy)hexyl)amino)butan-1-ol